ClC1=NC(=CC(=C1)CNS(=O)(=O)C)C=1N(N=C2C(N(CCC21)C(C2=C(C(=CC=C2)OC)Cl)=O)C)C N-[[2-chloro-6-[6-(2-chloro-3-methoxy-benzoyl)-2,7-dimethyl-5,7-dihydro-4H-pyrazolo[3,4-c]pyridin-3-yl]-4-pyridinyl]methyl]methanesulfonamide